FC1=C(C=CC(=C1)C(=O)N1CCN(CC1)C)C=1C=C2C(=CC=NC2=CC1)NC1=CC=C2CCNC(C2=C1)=O 7-((6-(2-fluoro-4-(4-methylpiperazine-1-carbonyl)phenyl)quinolin-4-yl)amino)-3,4-dihydroisoquinolin-1(2H)-one